rac-Tert-butyl (3R,5R)-3-((2-(2,6-dioxo-1-((2-(trimethylsilyl)ethoxy)methyl)piperidin-3-yl)-1-oxoisoindolin-5-yl)oxy)-5-hydroxypiperidine-1-carboxylate O=C1N(C(CC[C@H]1N1C(C2=CC=C(C=C2C1)O[C@H]1CN(C[C@@H](C1)O)C(=O)OC(C)(C)C)=O)=O)COCC[Si](C)(C)C |&1:6|